2-(5-(cyclopropylmethyl)-3-(3-(4-fluorophenoxy)phenyl)-4-(4-sulfamoylbenzyl)-1H-pyrazol-1-yl)thiazole-4-carboxylic acid C1(CC1)CC1=C(C(=NN1C=1SC=C(N1)C(=O)O)C1=CC(=CC=C1)OC1=CC=C(C=C1)F)CC1=CC=C(C=C1)S(N)(=O)=O